5-(2,6-dimethylphenylimino)-3-heptanone CC1=C(C(=CC=C1)C)N=C(CC(CC)=O)CC